(4,4-dimethyl-7-(4-morpholinopiperidin-1-yl)-3,4-dihydroisoquinolin-2(1H)-yl)(2-methoxyphenyl)methanone CC1(CN(CC2=CC(=CC=C12)N1CCC(CC1)N1CCOCC1)C(=O)C1=C(C=CC=C1)OC)C